7-methyl-3'-mesyloxyguanosine 5'-diphosphate triethylammonium salt C(C)[NH+](CC)CC.P([O-])(=O)(OP(=O)([O-])[O-])OC[C@@H]1[C@]([C@H]([C@@H](O1)N1C=[N+](C=2C(=O)NC(N)=NC12)C)O)(O)OS(=O)(=O)C.C(C)[NH+](CC)CC